2-(bromomethyl)-6,12-dioxo-6,12-dihydroindolo[2,1-b]quinazoline-8-carbonitrile BrCC=1C=C2C(N3C(=NC2=CC1)C(C1=CC(=CC=C13)C#N)=O)=O